O1CCC2=C1C=CC(=C2)CN (2,3-dihydrobenzofuran-5-yl)methylamine